CC1=CC(=NN1C=1C=C2C=CN(C2=CC1)CC1=CC=C(C=C1)C1=CC=C(C=C1)S(=O)(=O)C=C)C(=O)N 5-methyl-1-(1-((4'-(vinylsulfonyl)-[1,1'-biphenyl]-4-yl)methyl)-1H-indol-5-yl)-1H-pyrazole-3-carboxamide